COC=1C=C(C=CC1OCC#C)/C=C/C(=O)NC1=C(C(=O)NC2=NN(C=C2)C)C=CC=C1 (E)-2-(3-(3-methoxy-4-(prop-2-yn-1-yloxy)phenyl)acrylamido)-N-(1-methyl-1H-pyrazol-3-yl)benzamide